tert-Butyl N-[(6R)-6-benzyloxy-6,14-bis(trifluoromethyl)-18-oxa-12-thia-3,4,17-triazatricyclo[11.3.1.12,5]octadeca-1(17),2,4,8,13,15-hexaen-16-yl]carbamate C(C1=CC=CC=C1)O[C@]1(C2=NN=C(C=3C(=CC(=C(SCCC=CC1)N3)C(F)(F)F)NC(OC(C)(C)C)=O)O2)C(F)(F)F